COC1=CC=C(C=C1)CN(C1=CC(=C(C(=N1)C1=C(C=C2C(=NC(=NC2=C1F)F)N1[C@H](CN(CC1)C(=O)OC(C)(C)C)C)Cl)C)C)CC1=CC=C(C=C1)OC tert-butyl (3S)-4-[7-[6-[bis[(4-methoxyphenyl)methyl]amino]-3,4-dimethyl-2-pyridyl]-6-chloro-2,8-difluoro-quinazolin-4-yl]-3-methyl-piperazine-1-carboxylate